OC1=C(C=C(C=C1O)C(=O)OC[C@H]1O[C@@H]([C@@H]([C@H]([C@@H]1OC(=O)C1=CC(=C(C(=C1)OC(=O)C1=CC(=C(C(=C1)O)O)O)O)O)OC(=O)C1=CC(=C(C(=C1)OC(=O)C1=CC(=C(C(=C1)O)O)O)O)O)OC(=O)C1=CC(=C(C(=C1)OC(=O)C1=CC(=C(C(=C1)O)O)O)O)O)OC(=O)C1=CC(=C(C(=C1)OC(=O)C1=CC(=C(C(=C1)O)O)O)O)O)OC(C1=CC(=C(C(=C1)O)O)O)=O 2,3-Dihydroxy-5-({[(2R,3R,4S,5R,6R)-3,4,5,6-tetrakis({3,4-dihydroxy-5-[(3,4,5-trihydroxyphenyl)carbonyloxy]phenyl}carbonyloxy)oxan-2-yl]methoxy}carbonyl)phenyl-3,4,5-trihydroxybenzoat